N'-(thiophen-2-ylsulfonyl)thiophene-2-sulfonohydrazide S1C(=CC=C1)S(=O)(=O)NNS(=O)(=O)C=1SC=CC1